1-Butyl-1-methylpiperidinium bis(trifluoromethylsulfonyl)imide [N-](S(=O)(=O)C(F)(F)F)S(=O)(=O)C(F)(F)F.C(CCC)[N+]1(CCCCC1)C